N-(1-(4-bromothiophen-2-yl)ethyl)-6,7-dimethoxy-quinazolin-4-amine BrC=1C=C(SC1)C(C)NC1=NC=NC2=CC(=C(C=C12)OC)OC